CC=1N=C2N(C=CC(=C2)C2=C(C=CC(=N2)C#N)C=2C=NN(C2)CC(CC(F)(F)F)(C)C)C1 6-(2-methylimidazo[1,2-a]pyridin-7-yl)-5-[1-(4,4,4-trifluoro-2,2-dimethylbutyl)-1H-pyrazol-4-yl]pyridine-2-carbonitrile